N-(5,6-dimethoxybenzothiazol-2-yl)-2-(4-cyanophenoxy)-2-[4-(ethylsulfonyl)phenyl]acetamide COC=1C(=CC2=C(N=C(S2)NC(C(C2=CC=C(C=C2)S(=O)(=O)CC)OC2=CC=C(C=C2)C#N)=O)C1)OC